methyl 4-amino-7-(cyclopropylamino)-1-(4-(1-hydroxyethyl)phenyl)-2-oxo-1,2-dihydroquinoline-3-carboxylate NC1=C(C(N(C2=CC(=CC=C12)NC1CC1)C1=CC=C(C=C1)C(C)O)=O)C(=O)OC